C(N(CC(=O)O)CC(=O)O)CN(CC(=O)O)CC(=O)O edetic acid